FC(C=1C=CC=2N(C1)C(=CN2)C2=NC=CC(=N2)N2C(C(NCC2)C(=O)N)C)F 4-(2-(6-(difluoromethyl)imidazo[1,2-a]pyridin-3-yl)pyrimidin-4-yl)-3-methylpiperazine-2-carboxamide